CN1C(=C(C=C1C)C1=CC=CC=C1)C(C(=O)NC=1C=CC2=C(CNC(C3N2CCN(C3)C3=NC=C(C=N3)F)=O)C1)=O 2-(1,5-dimethyl-3-phenyl-1H-pyrrol-2-yl)-N-(3-(5-fluoropyrimidin-2-yl)-5-oxo-1,2,3,4,4a,5,6,7-octahydrobenzo[f]pyrazino[1,2-a][1,4]diazepine-9-yl)-2-oxoacetamide